CN1N=C(C=CC1=O)C(=O)N(C1=CC(=CC=C1)C(F)(F)F)CC1=CC=C(C=C1)C1=NOC(=N1)C(F)(F)F 1-methyl-6-oxo-N-(4-(5-(trifluoromethyl)-1,2,4-oxadiazol-3-yl)benzyl)-N-(3-(trifluoromethyl)phenyl)-1,6-dihydropyridazine-3-carboxamide